C(C)[Al](C1=CC=C(C=C1)C)CC diethyl(p-tolyl)aluminum